azepane-4-carbonitrile hydrochloride Cl.N1CCC(CCC1)C#N